C(C)(C)(C)OC(=O)NC(C(=O)OC)CC1=C(C=C(C=C1)C)C methyl 2-[(tert-butoxycarbonyl)amino]-3-(2,4-dimethylphenyl)propanoate